3,5-di-t-butyl-4-hydroxybenzoyl chloride C(C)(C)(C)C=1C=C(C(=O)Cl)C=C(C1O)C(C)(C)C